C1(=CC=CC=C1)C1=C(N=C2N1CCOC1=C2C=NC=C1)C1=CC=C(CN2CCC(CC2)NC2=NC(=NC=C2)C#N)C=C1 4-((1-(4-(3-Phenyl-5,6-dihydroimidazo[1,2-d]pyrido[3,4-f][1,4]oxazepin-2-yl)benzyl)piperidin-4-yl)amino)pyrimidine-2-carbonitrile